butyl-3-cyano-4-methyl-2,6-diketopyridine C(CCC)C1=C(C(C(NC1=O)=O)C#N)C